[(2S,3R,4R,5S,6S)-3,4,5-tri-methoxy-6-methyl-tetrahydropyran-2-yl]-N-[4-[1-[4-(1,1,2,2,2-pentafluoroethoxy)phenyl]-1,2,4-triazol-3-yl]phenyl]carbamate CO[C@H]1[C@@H](O[C@H]([C@@H]([C@H]1OC)OC)C)OC(NC1=CC=C(C=C1)C1=NN(C=N1)C1=CC=C(C=C1)OC(C(F)(F)F)(F)F)=O